C(C)S=C(NCCC1CCCCC1)O.C(C)N(S(=O)(=O)C1=C(C=CC=C1)[N+](=O)[O-])[C@@H]1COC2(C3=CC(=CC=C13)C(F)(F)F)CC2 (S)-N-ethyl-2-nitro-N-(7'-(trifluoromethyl)spiro[cyclopropane-1,1'-isochroman]-4'-yl)benzenesulfonamide S-Ethyl-cyclohexylethylthiocarbamate